2,3-dihexylcyclopropanecarboxylic acid C(CCCCC)C1C(C1CCCCCC)C(=O)O